C1(=CC=CC=C1)C=1C=2C(=C3N(C2C2=C(C1)C=CC=C2)C=CC=C3)C(=O)OCC ethyl 6-phenylbenzo[g]pyrido[1,2-a]indole-7-carboxylate